(aminomethyl)-1-ethyl-1H-1,3-benzodiazole-6-carboxylic acid dihydrochloride Cl.Cl.NCC1=NC2=C(N1CC)C=C(C=C2)C(=O)O